FC1=CC=C(C=C1)C=1C=C2CCC(C2=CC1)NC(O[C@@H]1CN2CCC1CC2)=O (S)-quinuclidin-3-yl (5-(4-fluorophenyl)-2,3-dihydro-1H-inden-1-yl)carbamat